C(C)(C)(C)OC(=O)N[C@H]1C=C(CCC1=C(F)F)C(=O)OCC Ethyl (S)-3-((tert-butoxycarbonyl)amino)-4-(difluoromethylene)cyclohex-1-ene-1-carboxylate